CN([C@H](CNC(C[C@H](C1(CC1)C(F)(F)F)C=1C=NC=CC1)=O)CC1=CC2=C(NC(O2)=O)C=C1)C (S)-N-((S)-2-(dimethylamino)-3-(2-oxo-2,3-dihydrobenzo[d]oxazol-6-yl)propyl)-3-(pyridin-3-yl)-3-(1-(trifluoromethyl)cyclopropyl)propanamide